7-amino-6-(7-(2,2-difluoroethyl)-1-((trifluoromethyl)sulfonyl)-1,5,6,7,8,9-hexahydroimidazo[4',5':4,5]benzo[1,2-d]azepin-2-yl)-4-(4-methoxybenzyl)thieno[3,2-b]pyridine-5(4H)-one NC=1C2=C(N(C(C1C=1N(C=3C(=CC4=C(CCN(CC4)CC(F)F)C3)N1)S(=O)(=O)C(F)(F)F)=O)CC1=CC=C(C=C1)OC)C=CS2